3-[(3aR,4R,6R,6aS)-6-{4-amino-5-bromo-2-chloropyrrolo[2,3-d]pyrimidin-7-yl}-2,2-dimethyl-tetrahydro-3aH-cyclopenta[d][1,3]dioxol-4-yl]benzaldehyde NC=1C2=C(N=C(N1)Cl)N(C=C2Br)[C@@H]2C[C@@H]([C@@H]1[C@H]2OC(O1)(C)C)C=1C=C(C=O)C=CC1